3-(4,5-dimethylthiazol-2-yl)2,5-diphenyltetrazolium bromide [Br-].CC=1N=C(SC1C)N1N([NH2+]C(=N1)C1=CC=CC=C1)C1=CC=CC=C1